imidazoledione C1=NC(=O)NC1=O